C(C)[Si](C1=C(C=C(C=C1F)NC(=O)[C@H]1C=2C=CC(=NC2CCN1C(=O)C1=CC(=NO1)O)COC)F)(C)C (5R)-N-(4-(ethyl-(dimethyl)silyl)-3,5-difluorophenyl)-6-((3-hydroxy-1,2-oxazol-5-yl)carbonyl)-2-(methoxymethyl)-5,6,7,8-tetrahydro-1,6-naphthyridine-5-carboxamide